Cl.C(C)C1=C(C(C2=C(N1CC(=O)NC13CC(C1)(C3)C(F)(F)F)OC(=N2)C2=CC(=NC=C2)OC)=O)N2CCNCC2 2-(5-ethyl-2-(2-methoxypyridin-4-yl)-7-oxo-6-(piperazin-1-yl)oxazolo[5,4-b]pyridin-4(7H)-yl)-N-(3-(trifluoromethyl)bicyclo[1.1.1]pentan-1-yl)acetamide hydrochloride